C(C)OC(=O)C1=NC(=CC=C1C=1C=NN(C1C)CC12CC3CC(CC(C1)C3)C2)N {1-[(adamantan-1-yl)methyl]-5-methyl-1H-pyrazol-4-yl}-6-aminopyridine-2-carboxylic acid ethyl ester